9-(3-pyridyl)-2-methyl-acridine N1=CC(=CC=C1)C=1C2=CC=CC=C2N=C2C=CC(=CC12)C